C1(=CC=CC=C1)C1=NC(=NC(=N1)C1=CC=CC=C1)C1=CC=C(C=C1)B(O)O [4-(4,6-diphenyl-1,3,5-triazin-2-yl)phenyl]boronic acid